(S)-7-((6-methyl-5-(1-methyl-1H-1,2,4-triazol-3-yl)pyridin-2-yl)amino)-5-azaspiro[2.4]heptane-5-carboxylic acid tert-butyl ester C(C)(C)(C)OC(=O)N1CC2(CC2)[C@@H](C1)NC1=NC(=C(C=C1)C1=NN(C=N1)C)C